(E)-Stilbene C1(=CC=CC=C1)\C=C\C1=CC=CC=C1